BrC=1C(=CC(=C(C1)B(O)O)N1N=CC(=C1)N1CCOCC1)OC [5-BROMO-4-METHOXY-2-(4-MORPHOLINOPYRAZOL-1-YL)PHENYL]BORONIC ACID